(2S)-3-Methyl-2-[(2,3,5,6-tetrafluoropyridin-4-yl)amino]butanoic acid CC([C@@H](C(=O)O)NC1=C(C(=NC(=C1F)F)F)F)C